N'-(6-chloro-5-(trimethylsilyl)pyridazine-3-yl)-4-fluorobenzohydrazide ClC1=C(C=C(N=N1)NNC(C1=CC=C(C=C1)F)=O)[Si](C)(C)C